C1CC(=O)C1Cl chlorocyclobutanone